trimethoxysilanol CO[Si](O)(OC)OC